(3-((4-((4S)-4-(2-(ethylamino)-2-oxoethyl)-8-methoxy-1-methyl-4H-benzo[f][1,2,4]triazolo[4,3-a][1,4]diazepin-6-yl)phenyl)thio)phenyl)boronic acid C(C)NC(C[C@H]1C=2N(C3=C(C(=N1)C1=CC=C(C=C1)SC=1C=C(C=CC1)B(O)O)C=C(C=C3)OC)C(=NN2)C)=O